NC1(CCC1)C1=CC=C(C=C1)N1C(=NC=2C1=NC(=CC2)C=2C=C(CCNC(CCCCCCNC1=C3C(N(C(C3=CC=C1)=O)C1C(NC(CC1)=O)=O)=O)=O)C=CC2)C=2C(=NC=CC2)N N-(3-(3-(4-(1-Aminocyclobutyl)phenyl)-2-(2-aminopyridin-3-yl)-3H-imidazo[4,5-b]pyridin-5-yl)phenethyl)-7-((2-(2,6-dioxopiperidin-3-yl)-1,3-dioxoisoindolin-4-yl)amino)heptanamid